tert-Butyl (E)-(3-(3-(((7-chloro-3-methylbenzofuran-2-yl)methyl)(methyl)amino)-3-oxo prop-1-en-1-yl)-8-oxo-6,7,8,9-tetrahydro-5H-pyrido[2,3-b]azepin-7-yl)carbamate ClC1=CC=CC=2C(=C(OC21)CN(C(/C=C/C2=CC1=C(NC(C(CC1)NC(OC(C)(C)C)=O)=O)N=C2)=O)C)C